S(=O)(=O)(ON1C([C@@H](C1=O)NC(\C(\C=1N=C(SC1)N)=N/OC(COC1=CC=C(C=C1)C=1C=[N+](N(C1)CCCN)C)P(=O)(O)O)=O)(C)C)[O-] (3S)-3-((Z)-2-((2-(4-(1-(3-aminopropyl)-2-methyl-1H-pyrazol-2-ium-4-yl) phenoxy)-1-phosphonoethoxy) imino)-2-(2-aminothiazol-4-yl) acetamido)-2,2-dimethyl-4-oxoazetidin-1-yl sulfate